4-ethyl-4-aza-tricyclo[5.2.1.02,6]-8-decene-3-one C(C)N1C(C2C3C=CC(C2C1)C3)=O